C/C(/C=C/C=C/C1=CC=CC=C1)=C\C (1E,3E,5E)-5-Methyl-1-phenyl-1,3,5-heptatriene